TOSYL-(3,5-DIFLUOROBENZYL) ISOCYANIDE S(=O)(=O)(C1=CC=C(C)C=C1)C(C1=CC(=CC(=C1)F)F)[N+]#[C-]